FC1=CSC=C1 3-fluorothiophen